Ethyl 2-amino-5-(1-isopropyl-1H-pyrazol-3-yl)-4-(trifluoromethyl)thiophene-3-carboxylate NC=1SC(=C(C1C(=O)OCC)C(F)(F)F)C1=NN(C=C1)C(C)C